2-((8-amino-6-(5-amino-4-methylpyridin-3-yl)-7-fluoroisoquinolin-3-yl)amino)-6-ethyl-5,6-dihydro-4H-pyrazolo[1,5-d][1,4]diazepin-7(8H)-one NC=1C(=C(C=C2C=C(N=CC12)NC1=NN2CC(N(CCC2=C1)CC)=O)C=1C=NC=C(C1C)N)F